(2r,5s)-5-[2-(4-chloro-3-fluorophenoxy)acetamido]-N-(3-fluorophenyl)piperidine-2-carboxamide ClC1=C(C=C(OCC(=O)N[C@H]2CC[C@@H](NC2)C(=O)NC2=CC(=CC=C2)F)C=C1)F